4-({5-[(4-chloro-2-fluorophenyl)amino]-4-methoxypyridin-3-yl}methyl)-3-fluoropyridin-2-amine ClC1=CC(=C(C=C1)NC=1C(=C(C=NC1)CC1=C(C(=NC=C1)N)F)OC)F